[S-2].[Ba+2].[Ga+3] gallium-barium sulfide